(E)-4-(azetidin-1-yl)-N-(1-(2-(3-(1-(6-morpholino-9H-purin-8-yl)piperidin-4-yl)ureido)pyridin-4-yl)azetidin-3-yl)but-2-enamide N1(CCC1)C/C=C/C(=O)NC1CN(C1)C1=CC(=NC=C1)NC(=O)NC1CCN(CC1)C=1NC2=NC=NC(=C2N1)N1CCOCC1